6-(6-(5-((7-cyclobutoxy-4-oxo-3,4-dihydrophthalazin-1-yl)methyl)-2-fluorobenzoyl)-2,6-diazaspiro[3.3]heptan-2-yl)nicotinonitrile C1(CCC1)OC1=CC=C2C(NN=C(C2=C1)CC=1C=CC(=C(C(=O)N2CC3(CN(C3)C3=NC=C(C#N)C=C3)C2)C1)F)=O